C(C)OC(COCCOCCOCC/C=C/C(=O)OC(C)(C)C)=O tert-butyl (E)-5-[2-[2-(2-ethoxy-2-oxo-ethoxy)ethoxy]ethoxy]pent-2-enoate